CC=1C=C2N(C=3C=CC=CC3C2=O)C1 2-methyl-9H-pyrrolo[1,2-a]indol-9-one